CNCCCN N-methyl-aminopropylamine